4-[(2-{3-[(6-methanesulfonyl-4-methoxypyridin-3-yl)amino]prop-1-yn-1-yl}-1-(2,2,2-trifluoroethyl)-1H-indol-4-yl)amino]-1λ6-thiane-1,1-dione CS(=O)(=O)C1=CC(=C(C=N1)NCC#CC=1N(C2=CC=CC(=C2C1)NC1CCS(CC1)(=O)=O)CC(F)(F)F)OC